[(3R,9aS)-3-(4-chloro-3-fluoro-phenyl)-3-hydroxy-1,4,6,7,9,9a-hexahydropyrazino[2,1-c][1,4]oxazin-8-yl]-(2-chloro-3-methoxy-phenyl)methanone ClC1=C(C=C(C=C1)[C@@]1(CN2[C@H](CO1)CN(CC2)C(=O)C2=C(C(=CC=C2)OC)Cl)O)F